5-(4-methoxy-2-(((1s,4s)-4-methoxycyclohexyl)amino)pyrrolo[2,1-f][1,2,4]triazin-5-yl)-N-methylpyrazolo[1,5-a]pyridine-3-carboxamide COC1=NC(=NN2C1=C(C=C2)C2=CC=1N(C=C2)N=CC1C(=O)NC)NC1CCC(CC1)OC